C(C)(=O)N[C@]1([C@@H](CC[C@H](C1)C=C)C(C)NC(OC(C)(C)C)=O)C(NC(C)(C)C)=O tert-butyl (1-((1S,2R,4R)-2-acetamido-2-(tert-butylcarbamoyl)-4-vinylcyclohexyl)ethyl)carbamate